C(C)C1CC2=C(C(=C(S2)NC(=O)C2=CC=NN2C)C(=O)NC2=C(C=CC=C2)C)CC1 N-(6-ethyl-3-{[(2-methylphenyl)amino]carbonyl}-4,5,6,7-tetrahydro-1-benzothien-2-yl)-1-methyl-1H-pyrazole-5-carboxamide